(R)-6-(1-(2,3-dihydroxypropyl)-4-(4-fluorophenyl)-1H-imidazol-5-yl)imidazo[1,2-a]pyridine-3-carboxamide O[C@H](CN1C=NC(=C1C=1C=CC=2N(C1)C(=CN2)C(=O)N)C2=CC=C(C=C2)F)CO